BrC1=C(C=CC(=C1C(C)C)F)NC(C1=CC=C(C=C1)F)=O N-(2-bromo-4-fluoroisopropylphenyl)-4-fluoro-benzamide